(S)-N-(2-(3-(dimethylamino)pyrrolidin-1-yl)-5-nitrophenyl)acetamide CN([C@@H]1CN(CC1)C1=C(C=C(C=C1)[N+](=O)[O-])NC(C)=O)C